2-(pyridin-2-yl)-1H-benzo[d]imidazole-5-carboxamidine, dihydrochloride Cl.Cl.N1=C(C=CC=C1)C1=NC2=C(N1)C=CC(=C2)C(=N)N